racemic-7-ethyl-2-methoxy-6,6a,7,8,9,10,12,13-octahydro-5H-6,9-methanopyrido[1,2-a]pyrido[2',3':4,5]pyrrolo[2,3-d]azepine formate C(=O)O.C(C)C1CC2CN3C1C(C1=C(CC3)C3=C(N1)C=CC(=N3)OC)C2